ClC1=C(C2=C(N=N1)N(C=C2)C2CC(C2)(O)C)C (1s,3s)-3-(3-chloro-4-methyl-7H-pyrrolo[2,3-c]pyridazin-7-yl)-1-methylcyclobutanol